1-(diaminomethylene)guanidine NC(=NC(=N)N)N